(2,5-di-(3,5-dicarboxyphenyl))pyridine C(=O)(O)C=1C=C(C=C(C1)C(=O)O)C1=NC=C(C=C1)C1=CC(=CC(=C1)C(=O)O)C(=O)O